hex-5-en-1-yl benzoate C(C1=CC=CC=C1)(=O)OCCCCC=C